C1=CC=CC=2C3=CC=CC=C3C(C12)COC(=O)N([C@@H](CN(C(=O)[C@@H](CC(=O)O)[C@@H](C)C1=CC=CC=C1)C)CC1=CC=C(C=C1)Cl)C (3S,4R)-3-(((R)-2-((((9H-fluoren-9-yl)methoxy)carbonyl)(methyl)amino)-3-(4-chlorophenyl)propyl)(methyl)carbamoyl)-4-phenylpentanoic acid